(Z)-4-(1,4,4,4-tetrafluoro-3-(3,4,5-trichlorophenyl)but-1-en-1-yl)-2-(trifluoromethyl)benzonitrile F\C(=C/C(C(F)(F)F)C1=CC(=C(C(=C1)Cl)Cl)Cl)\C1=CC(=C(C#N)C=C1)C(F)(F)F